octyl-sodium benzenesulfonate C1(=CC=CC=C1)S(=O)(=O)O.C(CCCCCCC)[Na]